BS(=O)(=O)[O-] boryl-sulfonate